2-(((2S,4s,6S)-6-((4-((3-hydroxy-2,2-dimethylpropyl)amino)pyrimidin-2-yl)amino)spiro[3.3]heptan-2-yl)oxy)nicotinamide OCC(CNC1=NC(=NC=C1)NC1CC2(CC(C2)OC2=C(C(=O)N)C=CC=N2)C1)(C)C